1-(5-(trifluoromethyl)pyridin-2-yl)piperazine FC(C=1C=CC(=NC1)N1CCNCC1)(F)F